COC(=O)CCC1(C2=CC(=CC=C2C=2C=CC(=CC12)C1=CC2=CC=CC=C2C=C1)C1=CC2=CC=CC=C2C=C1)CCC(=O)OC 9,9-bis(2-methoxycarbonylethyl)2,7-bis(2-naphthyl)fluorene